CC1(N(CCN(C1)CCC(F)(F)F)S(=O)(=O)N)C dimethyl-4-(3,3,3-trifluoropropyl)piperazine-1-sulfonamide